5-bromo-4-ethyl-2-(1-methyl-5-(((tetrahydro-2H-pyran-2-yl)oxy)methyl)-1H-pyrazol-4-yl)pyrimidine BrC=1C(=NC(=NC1)C=1C=NN(C1COC1OCCCC1)C)CC